ClC=1N=CC=2NC(NC=3C(=NN(C3C2C1)COCC[Si](C)(C)C)C)C1=C(C=CC=C1F)Cl 2-[[13-chloro-8-(2-chloro-6-fluoro-phenyl)-5-methyl-3,4,7,9,12-pentazatricyclo[8.4.0.02,6]tetradeca-1(10),2(6),4,11,13-pentaen-3-yl]methoxy]ethyl-trimethyl-silane